[C].[C] trans-carbon carbon